rac-4-(2-((3aR,5s,6aS)-5-(2-fluoro-3-methoxyphenoxy)hexahydrocyclopenta[c]pyrrol-2(1H)-yl)-1-hydroxyethyl)phenol FC1=C(OC2C[C@@H]3[C@@H](CN(C3)CC(O)C3=CC=C(C=C3)O)C2)C=CC=C1OC